2-(4,4-Difluoroazepan-1-yl)-5-(difluoromethoxy)nicotinamide FC1(CCN(CCC1)C1=C(C(=O)N)C=C(C=N1)OC(F)F)F